5-[[2-[(2R,5S)-2,5-dimethyl-2-phenyl-1-piperidyl]-2-oxo-acetyl]amino]pyridine-3-carboxamide C[C@]1(N(C[C@H](CC1)C)C(C(=O)NC=1C=C(C=NC1)C(=O)N)=O)C1=CC=CC=C1